FC1=C(C(=O)N2C[C@@H](CC2)C2=NOC(=C2)C(=O)N)C=CC(=C1O)O 3-((R)-1-(2-fluoro-3,4-dihydroxybenzoyl)pyrrolidin-3-yl)isoxazole-5-carboxamide